(R)-3-(3-cyano-6-methyl-4-(trifluoromethyl)pyridin-2-yl)-N,5,5-trimethyl-N-(m-tolyl)thiazolidine-4-carboxamide C(#N)C=1C(=NC(=CC1C(F)(F)F)C)N1CSC([C@H]1C(=O)N(C=1C=C(C=CC1)C)C)(C)C